6-Ethyl-5-(4-methylpiperazin-1-yl)-2,3-dihydro-1,4-benzodioxine C(C)C1=C(C2=C(OCCO2)C=C1)N1CCN(CC1)C